rac-N-{(5R,6S)-5-[([1,1'-biphenyl]-3-yl)methyl]-1,3-dimethyl-4-oxo-3,4,5,6,7,8-hexahydrophthalazin-6-yl}methanesulfonamide C1(=CC(=CC=C1)C[C@@H]1C=2C(N(N=C(C2CC[C@@H]1NS(=O)(=O)C)C)C)=O)C1=CC=CC=C1 |r|